CC1=CC=C(C=C1)C1=CC(=CC=C1)C[C@@H]1N(CCC[C@@H]1NS(=O)(=O)C)C(=O)OC methyl cis-2-((4'-methylbiphenyl-3-yl)methyl)-3-((methylsulfonyl)amino)piperidine-1-carboxylate